1-hydroxy-4,4-difluorocyclohexane-1-carboxylic acid OC1(CCC(CC1)(F)F)C(=O)O